2,2'-(6-cyano-7-((2S,5R)-5-ethyl-2-methyl-4-(1-(quinoxalin-6-yl)ethyl)piperazin-1-yl)-5-oxo-2H-pyrazolo[4,3-b]pyridine-2,4(5H)-diyl)diacetonitrile C(#N)C1=C(C=2C(N(C1=O)CC#N)=CN(N2)CC#N)N2[C@H](CN([C@@H](C2)CC)C(C)C=2C=C1N=CC=NC1=CC2)C